1-(6-chloro-3-(4-fluorotetrahydro-2H-pyran-4-yl)pyridin-2-yl)-N,N-dimethylmethanamine ClC1=CC=C(C(=N1)CN(C)C)C1(CCOCC1)F